2'-((dimethylamino)methyl)-[1,1'-biphenyl]-2-carbonitrile CN(C)CC1=C(C=CC=C1)C=1C(=CC=CC1)C#N